2-octan-2-ylcyclohexan-1-one CC(CCCCCC)C1C(CCCC1)=O